5-[(4-{3-(cyanomethyl)-3-[4-(7H-pyrrolo[2,3-d]pyrimidin-4-yl)-1H-pyrazol-1-yl]azetidin-1-yl}piperidin-1-yl)carbonyl]-2-(dimethylamino)benzonitrile C(#N)CC1(CN(C1)C1CCN(CC1)C(=O)C=1C=CC(=C(C#N)C1)N(C)C)N1N=CC(=C1)C=1C2=C(N=CN1)NC=C2